BrC1=C(C=C(C=C1)N1CC=2N(CC1)C(=NN2)C)COC 7-(4-bromo-3-(methoxymethyl)phenyl)-3-methyl-5,6,7,8-tetrahydro-[1,2,4]triazolo[4,3-a]pyrazine